CC1=C(C=CC=C1C(F)(F)F)C1CCN(CC1)C(CN1N=C(C2=C1C[C@@H]1[C@H]2C1)C(=O)O)=O (3bR,4aR)-1-(2-(4-(2-methyl-3-(trifluoromethyl)phenyl)piperidin-1-yl)-2-oxoethyl)-3b,4,4a,5-tetrahydro-1H-cyclopropa[3,4]cyclopenta[1,2-c]pyrazole-3-carboxylic acid